C(CCCCCCCCCCCCCCCCC)OC(CCC1=CC(=C(C(=C1)C(C)(C)C)O)C(C)(C)C)=O n-octadecyl-3-(3',5'-di-tert-butyl-4'-hydroxyphenyl)propionate